N-(2-(6,6-Dimethyl-4,5,6,7-tetrahydro-1H-indazol-3-yl)-3H-imidazo[4,5-b]pyridin-6-yl)-4,4-difluoro-N-methylcyclohexane-1-carboxamide CC1(CCC=2C(=NNC2C1)C1=NC=2C(=NC=C(C2)N(C(=O)C2CCC(CC2)(F)F)C)N1)C